COC1CCC(CC1)N1C(=NC2=C1C=CC(=C2)C=2C(=NOC2C)C)CC2=CC=C(C=C2)C 4-(1-((1r,4r)-4-methoxycyclohexyl)-2-(4-methylbenzyl)-1H-benzo[d]imidazol-5-yl)-3,5-dimethylisoxazole